CC(CO)C(C)O 2,3-dimethyltrimethylene glycol